1-((1-(butoxy)-2-propyl)oxy)-2-propanol C(CCC)OCC(C)OCC(C)O